(2-Chlorotrityl) 4-(((S)-1-aminopropan-2-yl)(methyl)amino)-3-((1-(difluoromethyl)-1H-pyrazol-3-yl)methyl)-4-oxobutanoate NC[C@H](C)N(C(C(CC(=O)OC(C1=C(C=CC=C1)Cl)(C1=CC=CC=C1)C1=CC=CC=C1)CC1=NN(C=C1)C(F)F)=O)C